((S)-(4,4-difluorocyclohexyl)(7-((5S,8S)-5-(difluoromethyl)-3-oxo-1-phenyl-2,10-dioxa-4,7-diazaundec-8-yl)imidazo[1,2-B]pyridazin-2-yl)methyl)carbamic acid tert-butyl ester C(C)(C)(C)OC(N[C@H](C=1N=C2N(N=CC(=C2)[C@H](NC[C@H](NC(OCC2=CC=CC=C2)=O)C(F)F)COC)C1)C1CCC(CC1)(F)F)=O